N1=CC(=CC=C1)C=1C=C(C=C(C1)C=1C=NC=CC1)C1=C(C=CC=C1)C1=NC(=NC(=C1)C1=C(C=CC=C1)C1=CC(=CC(=C1)C=1C=NC=CC1)C=1C=NC=CC1)C1=CC=CC=C1 4,6-bis(3,5-bis(3-pyridyl)phenylphenyl)-2-phenylpyrimidine